(R)-benzyl 4-(3-((7-chloro-4-hydroxy-2-oxo-6-(trifluoromethyl)-1,2-dihydroquinazolin-8-yl)thio)-2-hydroxypropyl)piperazine-1-carboxylate ClC1=C(C=C2C(=NC(NC2=C1SC[C@@H](CN1CCN(CC1)C(=O)OCC1=CC=CC=C1)O)=O)O)C(F)(F)F